COCN1N=C(C(=C1)N)O[C@H]1[C@@H](OC1)C 1-(methoxymethyl)-3-(((2S,3R)-2-methyloxetan-3-yl)oxy)-1H-pyrazol-4-amine